nickel-iron-copper hydroxide [Cu](O)O.[Fe].[Ni]